diethyl-3-methyl-2,3,4,6,7,8-hexahydro-5H-chromen-5-one C(C)C1(OC=2CCCC(C2CC1C)=O)CC